3-bromo-5-((2,3-dichloro-phenylimino)meth-yl)phenol BrC=1C=C(C=C(C1)C=NC1=C(C(=CC=C1)Cl)Cl)O